ClC=1C(=C2C=NN(C2=CC1C)C1OCCCC1)C=1C(=NN(C1C)C1CC2(CN(C2)C(=O)OC(C)(C)C)C1)N1[C@@](CNCC1)(C)CC tert-butyl 6-(4-(5-chloro-6-methyl-1-(tetrahydro-2H-pyran-2-yl)-1H-indazol-4-yl)-3-((S)-2-ethyl-2-methylpiperazin-1-yl)-5-methyl-1H-pyrazol-1-yl)-2-azaspiro[3.3]heptane-2-carboxylate